CN(C1(CC1)C(=O)NC=1C=C2CC(CC2=C(C1)F)CNCCC1CN(C(O1)=O)C1=NC2=C(OCC(N2)=O)N=C1)C 1-(dimethylamino)-N-[7-fluoro-2-[[2-[2-oxo-3-(3-oxo-4H-pyrazino[2,3-b][1,4]oxazin-6-yl)oxazolidin-5-yl]ethylamino]methyl]indan-5-yl]cyclopropanecarboxamide